C1(CCCCC1)S(=O)(=O)N1[C@@H](CCCC1)C=1SC(=C(N1)C(=O)O)C (S)-2-(1-(Cyclohexylsulfonyl)piperidin-2-yl)-5-methylthiazole-4-carboxylic acid